4-OXOHEPTANOIC ACID O=C(CCC(=O)O)CCC